1-(1-(4-fluorophenyl)vinyl)-1H-imidazole-5-carboxylic acid ethyl ester C(C)OC(=O)C1=CN=CN1C(=C)C1=CC=C(C=C1)F